(R)-5-(8-(3,3-difluoro-4-((4-(trifluoromethyl)pyridin-2-yl)oxy)pyrrolidin-1-yl)imidazo[1,2-b]pyridazin-6-yl)pyrimidine-2,4(1H,3H)-dione FC1(CN(C[C@H]1OC1=NC=CC(=C1)C(F)(F)F)C=1C=2N(N=C(C1)C=1C(NC(NC1)=O)=O)C=CN2)F